C(#N)C=1C(=NC=C(C1)C1=NN(C2=CC=C(C=C12)O[C@H](C)C1=C(C=NC=C1Cl)Cl)C1OCCCC1)C(=O)O 3-Cyano-5-(5-((R)-1-(3,5-dichloropyridin-4-yl)ethoxy)-1-(tetrahydro-2H-pyran-2-yl)-1H-indazol-3-yl)picolinic acid